CN(C(CCC)CCCCCCC\C=C/C\C=C/CCCCC)C (12Z,15Z)-N,N-dimethylhenicosan-12,15-dien-4-amine